CC(COCCOCCOCO)CCCC(=O)N 11-methyl-3,6,9,1-tetraoxapentadecane-15-amide